3-(2,5-Dibromothiophen-3-yl)propionyl chloride BrC=1SC(=CC1CCC(=O)Cl)Br